N-(4-(1-((3-cyanopropyl)sulfonyl)-3,3-dimethyl-1,2,3,6-tetrahydropyridin-4-yl)-1H-pyrrolo[2,3-b]pyridin-6-yl)cyclopropylcarboxamide C(#N)CCCS(=O)(=O)N1CC(C(=CC1)C1=C2C(=NC(=C1)NC(=O)C1CC1)NC=C2)(C)C